4-amino-3-isopropyl-1-(4-((2-methoxybenzamido)methyl)phenyl)-1H-pyrazole-5-carboxamide NC=1C(=NN(C1C(=O)N)C1=CC=C(C=C1)CNC(C1=C(C=CC=C1)OC)=O)C(C)C